methyl-1-phenylethan-1-amine CC(C)(N)C1=CC=CC=C1